N=1C=NN2C1C=NC=C2 1,2,4-triazolo[1,5-a]pyrazine